The molecule is a dTDP-sugar having N-hydroxy-beta-L-evernosamine as the sugar component. It is a dTDP-sugar and a member of hydroxylamines. It is a conjugate acid of a dTDP-N-hydroxy-beta-L-evernosamine(2-). C[C@H]1[C@@H]([C@@](C[C@H](O1)OP(=O)(O)OP(=O)(O)OC[C@@H]2[C@H](C[C@@H](O2)N3C=C(C(=O)NC3=O)C)O)(C)NO)OC